(1,4-dioxaspiro[4.5]dec-8-yl)acetonitrile O1CCOC12CCC(CC2)CC#N